CN1N=C(C(=C1)C1=CC=2C3=C(C=NC2C=C1OC)N(C(N3C3=C(C=NC=C3OC)F)=O)C)C 8-(1,3-dimethyl-1H-pyrazol-4-yl)-1-(Ra)-(3-fluoro-5-methoxy-pyridin-4-yl)-7-methoxy-3-methyl-1,3-dihydro-imidazo[4,5-c]quinolin-2-one